(2Z)-2-{[7-amino-4-(4-amino-3,5-dichlorophenyl)-1-oxo-2,3-dihydro-1H-isoindol-2-yl]methyl}but-2-enamide NC=1C=CC(=C2CN(C(C12)=O)C/C(/C(=O)N)=C/C)C1=CC(=C(C(=C1)Cl)N)Cl